C(N)(O)=O.N1=CN=CN=C1 1,3,5-triazine carbamate